OC(COC=1N=CC(=NC1C)C1=CNC2=C(C=CC=C12)C#N)(C)C 3-(5-(2-hydroxy-2-methylpropyloxy)-6-methylpyrazin-2-yl)-1H-indole-7-carbonitrile